2-(4-Chlorophenyl)-5-nitropyridin-4-amine ClC1=CC=C(C=C1)C1=NC=C(C(=C1)N)[N+](=O)[O-]